C(#N)C=1C=C(C=NC1OC(F)F)NC(=O)[C@H]1C[C@](C2=C1C=NC=1N2N=C(C1)F)(C)C=1C=NN(C1)C1CC1 (6S,8R)-N-(5-cyano-6-(difluoromethoxy)pyridin-3-yl)-8-(1-cyclopropyl-1H-pyrazol-4-yl)-2-fluoro-8-methyl-7,8-dihydro-6H-cyclopenta[e]pyrazolo[1,5-a]pyrimidine-6-carboxamide